(1R)-4-([1,2,4]triazolo[4,3-a]pyridin-8-yloxy)-7-(trifluoromethyl-sulfonyl)indan-1-ol N=1N=CN2C1C(=CC=C2)OC2=C1CC[C@H](C1=C(C=C2)S(=O)(=O)C(F)(F)F)O